CC1=NN(C([C@]12[C@@H](N(C1=CC=CC=C1[C@@H]2C=C)S(=O)(=O)C2=CC=C(C)C=C2)C2=CC=CC1=CC=CC=C21)=O)C2=CC=CC=C2 (2'S,4R,4'S)-3-methyl-2'-(naphthalen-1-yl)-1-phenyl-1'-tosyl-4'-vinyl-1',4'-dihydro-2'H-spiro[pyrazole-4,3'-quinolin]-5(1H)-one